[NH4+].ClC=1C=C(C(=O)[O-])C=CC1 M-chlorobenzoic acid ammonium salt